C(CCCCCCC)NC(C=C)=O Acrylic acid octylamide